C(=O)(OCC1C2=CC=CC=C2C2=CC=CC=C12)[C@](N(O)O)([C@@H](C)CC)C(=O)O Fmoc-dihydroxyisoleucine